4-Bromo-5-cyclopropyl-2-{6-cyclopropyl-2-[(4-methoxyphenyl)methyl]-2H-pyrazolo[3,4-b]pyridin-5-yl}-1-methyl-1H-imidazole BrC=1N=C(N(C1C1CC1)C)C1=CC=2C(N=C1C1CC1)=NN(C2)CC2=CC=C(C=C2)OC